4-(1,3-dioxolan-2-yl)-2-(4-(trifluoromethoxy)phenoxy)thiazole O1C(OCC1)C=1N=C(SC1)OC1=CC=C(C=C1)OC(F)(F)F